FC1=C(C(=C(C(=C1F)F)F)F)S(=O)(=O)C1=C(C(=C(C(=C1F)F)F)F)F perfluorophenyl sulfone